hexafluoro-1,3-propanedisulfonic anhydride FC1(C(C(S(=O)(=O)OS1(=O)=O)(F)F)(F)F)F